CC1=NC=C(C(=C1)C)B1OC(C(O1)(C)C)(C)C 2,4-dimethyl-5-(4,4,5,5-tetramethyl-1,3,2-dioxaborolan-2-yl)pyridine